tert-butyl (1-((4-(4-fluoro-1-methyl-1H-pyrazol-5-yl)phenyl)carbamoyl)cyclopropyl)carbamate FC=1C=NN(C1C1=CC=C(C=C1)NC(=O)C1(CC1)NC(OC(C)(C)C)=O)C